FC=1C(=C(C=CC1F)C(=O)N1CC(C1)(O)C=1NC=CN1)NC1=C(C=C(C=C1)I)F 1-({3,4-difluoro-2-[(2-fluoro-4-iodophenyl)amino]Phenyl}carbonyl)-3-(1H-imidazol-2-yl)azetidin-3-ol